methyl 5,5-dimethylpyrrolidine-3-carboxylate CC1(CC(CN1)C(=O)OC)C